1-allyl-4-(phenyloxy)-benzene C(C=C)C1=CC=C(C=C1)OC1=CC=CC=C1